(2R,3S)-2-amino-3-(1H-indol-3-yl)-3-phenylpropanoic acid N[C@@H](C(=O)O)[C@@H](C1=CC=CC=C1)C1=CNC2=CC=CC=C12